ClC=1C=CC(=C(C1)C1=NNC=C1C=1N=C2C=C(C=NC2=CC1)N1CC(C1)N(C)C)F 1-[6-[3-(5-chloro-2-fluoro-phenyl)-1H-pyrazol-4-yl]-1,5-naphthyridin-3-yl]-N,N-dimethyl-azetidin-3-amine